4-{4-[(5S)-5-(aminomethyl)-2-oxo-1,3-oxazolidin-3-yl]phenyl}morpholin-3-one hydrochloride Cl.NC[C@H]1CN(C(O1)=O)C1=CC=C(C=C1)N1C(COCC1)=O